NC=1C(=CC=CC1)C.CC1=CC=C(C=C1)S(=O)O p-toluenesulfinic acid toluidine salt